C[C@@H]1CN(C[C@@H](O1)C)CC1(CCN(CC1)NC1=CC(=CC=C1)F)OC (4-[(2R,6S)-2,6-dimethylmorpholin-4-yl]methyl-4-methoxypiperidin-1-yl)-3-fluoroaniline